methyl N-[5-({4-[(2S)-2-{[8-(1,5-dimethyl-1H-pyrazol-4-yl)quinazolin-4-yl]amino}propyl]piperazin-1-yl}sulfonyl)-4-methyl-1,3-thiazol-2-yl]carbamate CN1N=CC(=C1C)C=1C=CC=C2C(=NC=NC12)N[C@H](CN1CCN(CC1)S(=O)(=O)C1=C(N=C(S1)NC(OC)=O)C)C